ClC=1C(=C2C(=NC1C)CN(C2)C(=O)[C@H]2CN(CC2)C2=NC=NC(=C2)C(F)F)C (3-chloro-2,4-dimethyl-5,7-dihydropyrrolo[3,4-b]pyridin-6-yl)-[(3R)-1-[6-(difluoromethyl)pyrimidin-4-yl]pyrrolidin-3-yl]methanone